CC1=NSC(=C1C=1CCN(CC1)C(=O)OC(C)(C)C)C tert-butyl 4-(3,5-dimethylisothiazol-4-yl)-3,6-dihydropyridine-1(2H)-carboxylate